C1(=CC=CC=C1)CCCN1C2=CC=CC=C2C=2C=C(N=CC12)CNC1=NC=CC=2C3=CC=CC=C3N(C12)CCCC1=CC=CC=C1 N-{[9-(3-phenylpropyl)-β-carbolin-3-yl]methyl}-9-(3-phenylpropyl)-β-carbolin-1-amine